C(C)(C)(C)OC(=O)N1CC(=CCC1)C1=CC(=C2C=C(NC2=C1F)C(=O)O)B1OC(C(O1)(C)C)(C)C 6-(1-(Tert-butoxycarbonyl)-1,2,5,6-tetrahydropyridin-3-yl)-7-fluoro-4-(4,4,5,5-tetramethyl-1,3,2-dioxaborolan-2-yl)-1H-indole-2-carboxylic acid